6-(4-nitrophenyl)thieno[2,3-d]pyrimidine-2,4(1H,3H)-dione [N+](=O)([O-])C1=CC=C(C=C1)C1=CC2=C(NC(NC2=O)=O)S1